COC(C1=CC(C(=O)OC)=C(C=C1OCC(=C=O)OC)O)=O 4-hydroxy-6-(2-methoxy-2-carbonylethoxy)isophthalic acid dimethyl ester